FC(OC1=C(C=C(N)C=C1)C(F)(F)F)(F)F 4-(trifluoromethoxy)-3-(trifluoromethyl)aniline